O=C1NC2=C(N1)C=CC(=C2)N2C=NC1=C2C=CC=C1 1-(2-oxo-1,3-dihydrobenzimidazol-5-yl)benzimidazole